(2R,5S)-2-(1-(4-bromophenyl)-3-(thiophen-3-yl)-1H-pyrazole-4-yl)-5-methyl-3-(2-(2-oxo-2,3-dihydro-1H-benzo[d]imidazol-5-yl)ethyl)oxazolidin-4-one BrC1=CC=C(C=C1)N1N=C(C(=C1)[C@H]1O[C@H](C(N1CCC1=CC2=C(NC(N2)=O)C=C1)=O)C)C1=CSC=C1